methyl 2-(4-(bicyclo[2.2.2]octan-1-ylmethoxy)phenyl)-2-((tert-butoxycarbonyl)amino)acetate C12(CCC(CC1)CC2)COC2=CC=C(C=C2)C(C(=O)OC)NC(=O)OC(C)(C)C